BrC=1C=C(C=CC1OC)CC#N 2-(3-bromo-4-methoxy-phenyl)acetonitrile